chloro-N-(1-ethynyl-cyclopropyl)-5-nitrobenzamide ClC1=C(C(=O)NC2(CC2)C#C)C=C(C=C1)[N+](=O)[O-]